N1C[C@@H](CC1)O |r| rac-(3R)-pyrrolidin-3-ol